N-Ethyl-2-(4-fluorophenyl)-5-hydroxy-6-(piperidine-1-carbonyl)benzofuran-3-carboxamide C(C)NC(=O)C1=C(OC2=C1C=C(C(=C2)C(=O)N2CCCCC2)O)C2=CC=C(C=C2)F